ClC=1C=C2C(=C(C(NC2=CC1)=O)C1=NNC(C1)C1=CC=C(C=C1)F)C1=CC=CC=C1 6-chloro-3-[5-(4-fluorophenyl)-4,5-dihydro-1H-pyrazol-3-yl]-4-phenyl-1H-quinolin-2-one